N-(4-bromo-2-phenoxyphenyl)acetamide BrC1=CC(=C(C=C1)NC(C)=O)OC1=CC=CC=C1